4-epoxy-1-methylcyclohexyl-carboxylate CC12C(CC(CC1)C(=O)[O-])O2